(trimethyl)-silane C[SiH](C)C